N=1N=CN2C=C3CN(CCC3=CC21)C(=O)OC(C)(C)C tert-butyl 8,9-dihydro-[1,2,4]triazolo[4,3-b][2,7]naphthyridine-7(6H)-carboxylate